3-(1-oxo-5-(((R)-pyrrolidin-3-yl)methoxy)isoindolin-2-yl)piperidine-2,6-dione O=C1N(CC2=CC(=CC=C12)OC[C@H]1CNCC1)C1C(NC(CC1)=O)=O